(1S,2S)-2-fluoro-N-(6-(tributylstannyl)imidazo[1,2-a]pyrazin-2-yl)cyclopropanecarboxamide F[C@@H]1[C@@H](C1)C(=O)NC=1N=C2N(C=C(N=C2)[Sn](CCCC)(CCCC)CCCC)C1